[N+](=O)([O-])C1=CC=C(C=C1)NC(=S)N 1-(4-nitrophenyl)thiourea